ClC=1C=C(C=C(C1)F)[C@H]1[C@@H](CN(CC1)C(=O)C=1C=2N(C=CC1)C=NC2)NC(=O)C2=CC1=NC=CC=C1N2 N-((3S,4S)-4-(3-chloro-5-fluorophenyl)-1-(imidazo[1,5-a]pyridine-8-carbonyl)piperidin-3-yl)-1H-pyrrolo[3,2-b]pyridine-2-carboxamide